cadmium-selenium [Se].[Cd]